2-(7-cyano-5-cyclopropylbenzo[b]thiophen-2-yl)-4-methylthiazole-5-carboxylic acid methyl ester COC(=O)C1=C(N=C(S1)C1=CC2=C(S1)C(=CC(=C2)C2CC2)C#N)C